CC1=C(C(C2=CC=CC=C2C1=O)=O)CCCCCCCCCC(=O)OC1=CC=C(C=C1)C1=CC(SS1)=O 4-(3-oxo-3H-1,2-dithiol-5-yl)phenyl 10-(3-methyl-1,4-dioxo-1,4-dihydronaphthalen-2-yl)decanoate